FC1=C(C(=C(C=C1C1=NC2=C(N1C1(COC1)C)C=C(C=C2)NC2=CC=CC=C2)OC)O)O 3-fluoro-6-methoxy-4-(1-(3-methyloxetan-3-yl)-6-(phenylamino)-1H-benzo[d]imidazol-2-yl)benzene-1,2-diol